lauramidocarboxylate C(CCCCCCCCCCC)(=O)NC(=O)[O-]